(E)-tert-butyl (2-amino-2-(hydroxyimino)ethyl)(3,5-dichloro-4-((5-isopropyl-1-methyl-6-oxo-1,6-dihydropyridazin-3-yl)oxy)phenyl)-carbamate N/C(/CN(C(OC(C)(C)C)=O)C1=CC(=C(C(=C1)Cl)OC1=NN(C(C(=C1)C(C)C)=O)C)Cl)=N/O